8-amino-7-((4-fluorophenyl)amino)-4-(trifluoromethyl)-2H-benzopyran-2-one NC1=C(C=CC=2C(=CC(OC21)=O)C(F)(F)F)NC2=CC=C(C=C2)F